O=S1(CCN(CC1)C(=O)C1=C(C=C(C=C1)[N+](=O)[O-])N1CC(CCC1)C(F)(F)F)=O (1,1-dioxo-1,4-thiazinan-4-yl)-[4-nitro-2-[3-(trifluoromethyl)piperidin-1-yl]phenyl]methanone